C1(CC1)NCCOC([C@H](CCC(C=[N+]=[N-])=O)NC([C@H](C)OC)=O)=O.FC1=CC=C2C=CN(C2=C1C)[Si](C(C)C)(C(C)C)C(C)C 6-fluoro-7-methyl-1-(triisopropylsilyl)indole 2-(cyclopropylamino)ethyl-(S)-6-diazo-2-((S)-2-methoxypropanamido)-5-oxohexanoate